C(C)(C)(C)OC(N[C@@H](C1CCC(CC1)(F)F)C=1N=C2N(N=CC(=C2)Cl)C1)=O.C(=O)C1=CC=C(CN2CSC=C2)C=C1 3-(4-formylbenzyl)thiazole Tert-Butyl-N-[(S)-(7-chloroimidazo[1,2-b]pyridazin-2-yl)-(4,4-difluorocyclohexyl)methyl]carbamate